C(N)(=O)C1(CCN(CC1)C1=CC2=C(CC(O2)(C)C)C=C1NC(=O)C=1C=NN2C1N=CC=C2)C N-(6-(4-carbamoyl-4-methylpiperidin-1-yl)-2,2-dimethyl-2,3-dihydrobenzo-furan-5-yl)pyrazolo[1,5-a]pyrimidine-3-carboxamide